[N-]=C=O Isocyanate